O=C1N(CCC2=CC=CC=C12)CC1=NC=CC=C1 1-oxo-2-(pyridin-2-ylmethyl)-1,2,3,4-tetrahydroisoquinoline